C=C1OCCCO1 2-methylene-1,3-Dioxane